COC1=CC=C(C=N1)OC1CCN(CC1)C1=C(C=C(N=N1)C(=O)N[C@H]1CC=2C=CC=NC2CC1)C (R)-6-(4-((6-methoxypyridin-3-yl)oxy)piperidin-1-yl)-5-methyl-N-(5,6,7,8-tetrahydroquinolin-6-yl)pyridazine-3-carboxamide